C(C1=CC=CC=C1)NC(N(C1=CC=C(C=C1)C=1NC(C=CC1)=O)[C@@H]1CC[C@H](CC1)NC1=NC=C(C=C1)C#N)=O 3-benzyl-1-(trans-4-((5-cyanopyridin-2-yl)amino)cyclohexyl)-1-(4-(6-oxo-1,6-dihydropyridin-2-yl)phenyl)urea